C(C)(C)C1=C(NC2=CC=C(C=C12)C1CCN(CC1)C(CNC)=O)C1=CC(=NC2=CC=CC=C12)C 1-(4-(3-isopropyl-2-(2-methylquinolin-4-yl)-1H-indol-5-yl)piperidin-1-yl)-2-(methylamino)ethan-1-one